4-(3-chlorophenyl-amino)cyclobut-3-ene-1,2-dione ClC=1C=C(C=CC1)NC1=CC(C1=O)=O